N1(CCCCCC1)C=1N=NC(=C(C1C(=O)NC1=CC(=NC=C1)S(=O)(=N)C)C)C(F)(F)F 3-(azepan-1-yl)-5-methyl-N-(2-(S-methylsulfonimidoyl)pyridin-4-yl)-6-(trifluoromethyl)pyridazine-4-carboxamide